3-(5-(difluoromethyl)-1,3,4-thiadiazol-2-yl)-N-(3-methyloxetan-3-yl)-8-(4-(piperazine-1-carbonyl)piperazin-1-yl)imidazo[1,2-a]pyridine-6-sulfonamide FC(C1=NN=C(S1)C1=CN=C2N1C=C(C=C2N2CCN(CC2)C(=O)N2CCNCC2)S(=O)(=O)NC2(COC2)C)F